NC=1C2=C(N=CN1)N(C=C2C=2C(=C1CCNC1=CC2)F)CC(C)(O)C 1-(4-amino-5-(4-fluoroindolin-5-yl)-7H-pyrrolo[2,3-d]pyrimidin-7-yl)-2-methylpropan-2-ol